rac-4-Amino-3-(((7-hydroxy-1,4-dioxaspiro[4.5]decan-7-yl)methyl)amino)benzonitrile Iron [Fe].NC1=C(C=C(C#N)C=C1)NC[C@@]1(CC2(OCCO2)CCC1)O |r|